[2-(acryloyloxy)-ethyl]trimethyl-ammonium methylsulfate COS(=O)(=O)[O-].C(C=C)(=O)OCC[N+](C)(C)C